chloro-4-fluoro-3-methoxybenzoic acid ClC1=C(C(=O)O)C=CC(=C1OC)F